C(N)(=O)C=1C=CC2=C(N=C(C3=CC=NC=C23)NCCN2N=NC(=C2)CCNC(OC(C)(C)C)=O)C1 tert-Butyl (2-(1-(2-((8-carbamoylbenzo[c][2,6]naphthyridin-5-yl)amino)ethyl)-1H-1,2,3-triazol-4-yl)ethyl)carbamate